Cl.C1(=CC=CC=C1)C1=CC(=CN1S(=O)(=O)C1=CC(=CC=C1)NS(N)(=O)=O)N(C)C (5-phenyl-1-((3-(sulfamoylamino)phenyl)sulfonyl)-1H-pyrrol-3-yl)-N-methyl-methylamine hydrochloride